ClC=1C=NC(=C(C(=O)NC2CCC(CC2)CN2C(N(C3=C2C=CC=C3)C3=CC=CC=C3)=O)C1)C 6-(3-(((1r,4r)-4-(5-chloro-2-methylnicotinamido)cyclohexyl)methyl)-2-oxo-2,3-dihydro-1H-benzo[d]imidazol-1-yl)benzol